ClC1=NC2=C(N1C(C)C1=NC=CC=C1)C=CC=C2 2-chloro-1-(1-(pyridin-2-yl)ethyl)-1H-benzo[d]imidazole